C(C)(C)(C)OC(=O)N(C(OC(C)(C)C)=O)C1=NN2C(C=C(C=C2)C2=C(C(=CC=C2OC)OCCC(C(C)(O[Si](CC)(CC)CC)C2=CC=C(C=C2)F)(F)F)F)=N1 tert-butyl (tert-butoxycarbonyl)(7-(3-((3,3-difluoro-4-(4-fluorophenyl)-4-((triethylsilyl)-oxy)pentyl)oxy)-2-fluoro-6-methoxyphenyl)-[1,2,4]triazolo[1,5-a]pyridin-2-yl)carbamate